N-methyl-N-methyl-silylurea CN(C(=O)N[SiH3])C